tert-Butyl 8-(5-formyl-2-(pyridin-4-yl)pyrido[3,4-d]pyrimidin-4-yl)-2,8-diazaspiro[4.5]decane-2-carboxylate C(=O)C1=CN=CC=2N=C(N=C(C21)N2CCC1(CCN(C1)C(=O)OC(C)(C)C)CC2)C2=CC=NC=C2